2-Heptylnonyl ((((2R,3S,5R)-5-(6-amino-2-fluoro-9H-purin-9-yl)-2-ethynyl-3-hydroxytetrahydrofuran-2-yl) methoxy)(phenoxy)phosphoryl)-L-phenylalaninate NC1=C2N=CN(C2=NC(=N1)F)[C@H]1C[C@@H]([C@@](O1)(C#C)COP(=O)(OC1=CC=CC=C1)N[C@@H](CC1=CC=CC=C1)C(=O)OCC(CCCCCCC)CCCCCCC)O